1-[2-Methyl-1-(piperidin-4-yl)-1H-indol-4-yl]-1,3-diazinane-2,4-dione tosylate S(=O)(=O)(O)C1=CC=C(C)C=C1.CC=1N(C2=CC=CC(=C2C1)N1C(NC(CC1)=O)=O)C1CCNCC1